P(O)(OC1=C(C=CC=C1)CC1=CC=C(C=C1)CN1C2=CC=C(C=C2C=2C=C(C=CC12)OC)OC)=O (4-((3,6-dimethoxy-9H-carbazol-9-yl)methyl)benzyl)phenyl hydrogenphosphonate